2-(9'-(benzyloxy)-5'-(4-fluoro-3-methylphenyl)-3,4',4'-trimethyl-4',5'-dihydro-3'H-spiro[cyclobutane-1,1'-pyrano[4,3-b]indol]-3-yl)acetic acid C(C1=CC=CC=C1)OC=1C=2C3=C(N(C2C=CC1)C1=CC(=C(C=C1)F)C)C(COC31CC(C1)(C)CC(=O)O)(C)C